BrC=1C(=CC(=C(N)C1)F)OCC1=CC=C(C=C1)F 5-bromo-4-((4-fluorobenzyl)oxy)-2-fluoroaniline